2,5-diiodoaniline IC1=C(N)C=C(C=C1)I